FC=1C(=NC=C(C1)F)C(=O)N 3,5-Difluoropicolinamide